2-Chloro-N-methyl-N-(5-methyl-1,3,4-oxadiazol-2-yl)-4-(methylsulfonyl)-3-(propylsulfonyl)benzamide ClC1=C(C(=O)N(C=2OC(=NN2)C)C)C=CC(=C1S(=O)(=O)CCC)S(=O)(=O)C